C(CCC)C1=CC=C(C=C1)C=1C2=CC=CC=C2N=C2C=CC=CC12 9-(4-n-butylphenyl)acridine